4-methyl-1-(trimethylsilyl)-1H-imidazole CC=1N=CN(C1)[Si](C)(C)C